N-(5-Fluorothiazol-2-yl)-1,5-dimethyl-2-oxo-6,7-dihydro-5H-cyclopenta[b]pyridine-3-carboxamide FC1=CN=C(S1)NC(=O)C1=CC2=C(N(C1=O)C)CCC2C